COC(CCOCCOCCOCCOCCOCCOCCNC(OC)=O)=O 3-oxo-2,7,10,13,16,19,22-heptaoxa-4-azapentacosane-25-oic acid methyl ester